N-(6-(3,3-dimethylbutyl)-6-azaspiro[2.5]oct-1-yl)-3,5-dimethoxybenzamide CC(CCN1CCC2(CC2NC(C2=CC(=CC(=C2)OC)OC)=O)CC1)(C)C